2H-chromen-2-On O1C(C=CC2=CC=CC=C12)=O